OCCO[C@H]1C[C@H](N(C1)C(=O)OC(C)(C)C)C(=O)OC 1-(tert-butyl) 2-methyl (2S,4S)-4-(2-hydroxyethoxy)pyrrolidine-1,2-dicarboxylate